N-(3-acryloxy-2-hydroxypropyl)-3-aminopropyltrimethoxysilane C(C=C)(=O)OCC(CNCCC[Si](OC)(OC)OC)O